6,7-dimethoxy-(2-phenyl)-1,2,3,4-tetrahydroisoquinoline COC=1C=C2CCN(CC2=CC1OC)C1=CC=CC=C1